C(CCCCCCCCCCCCCCCCCCCCCCCCC)C1C2=C(SC=C2)C=2SC=CC21 4-hexacosanyl-4H-cyclopenta[2,1-b:3,4-b']dithiophene